tert-butyl[(5'-{1-[(6,7-dimethoxy-2-methylquinazolin-4-yl)amino]ethyl}-2,2'-bithiophen-5-yl)methyl]carbamate C(C)(C)(C)OC(NCC1=CC=C(S1)C=1SC(=CC1)C(C)NC1=NC(=NC2=CC(=C(C=C12)OC)OC)C)=O